(2S,4R)-2-carbamoyl-4-(nicotinamido)pyrrolidine-1-carboxylic acid tert-butyl ester C(C)(C)(C)OC(=O)N1[C@@H](C[C@H](C1)NC(C1=CN=CC=C1)=O)C(N)=O